O(C1=CC=CC=C1)C1=CC=C(C(=O)C2=CC=C(C(=O)Cl)C=C2)C=C1 4-(4-phenoxybenzoyl)benzoyl chloride